COC=1N=C2C(=CC=NC2=CC1OC)OC1=CC=C(C=C1)NC(=O)C=1C=NC(=C(C1O)C=1SC=CC1)C N-[4-[(6,7-dimethoxy-1,5-naphthyridin-4-yl)oxy]phenyl]-4-hydroxy-6-methyl-5-thiophen-2-ylpyridine-3-carboxamide